C(C)(C)(C)OC(=O)N1CC(C1)COC1=CC=C(C=C1)C1=C(NC(C(=C1)C(N)=O)=O)C(F)(F)F 3-((4-(5-Carbamoyl-6-oxo-2-(trifluoromethyl)-1,6-dihydropyridin-3-yl)phenoxy)methyl)azetidine-1-carboxylic acid tert-butyl ester